2-[2-[2-[[2-[[(4S)-5-tert-butoxy-4-[(18-tert-butoxy-18-oxo-octadecanoyl)amino]-5-oxo-pentanoyl]amino]-2-methyl-propanoyl]-amino]ethoxy]ethoxy]acetic acid C(C)(C)(C)OC([C@H](CCC(=O)NC(C(=O)NCCOCCOCC(=O)O)(C)C)NC(CCCCCCCCCCCCCCCCC(=O)OC(C)(C)C)=O)=O